FC(C1=NC(=NO1)C1=CC=C(C=C1)CNS(=O)(=O)CC(=O)OC)(F)F methyl 2-[[4-[5-(trifluoromethyl)-1,2,4-oxadiazol-3-yl]phenyl]methylsulfamoyl]acetate